C1(=CC=CC=C1)S1CN(C=C1)C1=CC=CC=C1 1,3-diphenylthiazoline